C1(CCCC1)C=1N(C([C@H](N(C1)C1=C(C=C(C(=O)NC[C@@H]2OCCC2)C=C1)[N+](=O)[O-])C(C)C)=O)CC1=CC=C(C=C1)O 4-((R)-5-cyclopentyl-4-(4-hydroxybenzyl)-2-isopropyl-3-oxo-3,4-dihydropyrazin-1(2H)-yl)-3-nitro-N-(((R)-tetrahydrofuran-2-yl)methyl)benzamide